BrC=1C=C(CC2=NNC(C3=CC=CC=C23)=O)C=CC1Cl 4-(3-bromo-4-chlorobenzyl)phthalazin-1(2H)-one